3-cyclopropyl-N-((R)-2-(difluoromethoxy)-1-(3-(trifluoromethoxy)phenyl)ethyl)-3-hydroxybutyramide C1(CC1)C(CC(=O)N[C@@H](COC(F)F)C1=CC(=CC=C1)OC(F)(F)F)(C)O